C(C)(C)C1=NN=C2N1N=C(C=C2NC=2N=NC=CC2)NC(CC)CC 3-isopropyl-N6-(pentan-3-yl)-N8-(pyridazin-3-yl)-[1,2,4]triazolo[4,3-b]pyridazine-6,8-diamine